(2-chloro-4-(cyclohexylamino)phenyl)-2-hydroxybenzamide ClC1=C(C=CC(=C1)NC1CCCCC1)C=1C(=C(C(=O)N)C=CC1)O